5-methyl-N-(6-nitrothiazolo[4,5-b]pyridin-2-yl)pyrazine-2-carboxamide CC=1N=CC(=NC1)C(=O)NC=1SC=2C(=NC=C(C2)[N+](=O)[O-])N1